(3-aminophenyl)-(methyl)(methyl-imino)-λ6-sulfanone NC=1C=C(C=CC1)S(=O)(=NC)C